OCC(COC(=O)C12CC3CC(CC(C1)C3)C2)(C)C (3r,5r,7r)-adamantane-1-carboxylic acid 3-hydroxy-2,2-dimethylpropyl ester